BrC1=CC=C(\C=C\2/C(OC3=C(C2=O)C=C(C=C3)F)C3=CC=C(C=C3)Br)C=C1 (E)-3-(4-bromobenzylidene)-6-fluoro-2-(4-bromophenyl)-2,3-dihydro-4H-1-benzopyran-4-one